OP(O)OP(O)O.C(C)(C)(C1=CC(=C(C=C1)O)C(C)(C)C)C1=CC(=C(C=C1)O)C(C)(C)C.C(C)(C)(C1=CC(=C(C=C1)O)C(C)(C)C)C1=CC(=C(C=C1)O)C(C)(C)C.C(C)(C)(C1=CC(=C(C=C1)O)C(C)(C)C)C1=CC(=C(C=C1)O)C(C)(C)C tris[4,4'-isopropylidenebis(2-tert-butylphenol)] diphosphite